C1(=CC=CC=C1)C(C)S 1-phenylethanethiol